(2-(1H-indol-3-yl)ethyl)-5-(3,5-difluorophenyl)thiazolo[5,4-d]pyrimidin-7-amine N1C=C(C2=CC=CC=C12)CCC=1SC=2N=C(N=C(C2N1)N)C1=CC(=CC(=C1)F)F